O1C(=NC2=C1C=CC=C2)[C@H]2N(CCC1=C2N=CN1)C(=O)C1=C(N=CO1)C (S)-(4-(benzo[d]oxazol-2-yl)-6,7-dihydro-1H-imidazo[4,5-c]pyridin-5(4H)-yl)(4-methyloxazol-5-yl)methanone